NC1=C(SC2=NC(=CC=C21)C)C(=O)N[C@@H]2CC1=CC=C(C=C1CC2)N2C[C@@H]([C@@H](C2)CF)N 3-amino-N-[(2S)-6-[(3R,4R)-3-amino-4-(fluoromethyl)pyrrolidin-1-yl]-1,2,3,4-tetrahydronaphthalen-2-yl]-6-methylthieno[2,3-b]pyridine-2-carboxamide